2-bromo-7-iodo-9,9-dimethyl-9H-fluoren BrC1=CC=2C(C3=CC(=CC=C3C2C=C1)I)(C)C